6-benzoyl-adenosine C(C1=CC=CC=C1)(=O)C1(C2=NCN([C@H]3[C@H](O)[C@H](O)[C@@H](CO)O3)C2=NC=N1)N